Methyl-2-cyano-4-(1-(chinolin-5-yl)-5-(trifluoromethyl)-1H-pyrazol-4-carboxamido)benzoat COC(C1=C(C=C(C=C1)NC(=O)C=1C=NN(C1C(F)(F)F)C1=C2C=CC=NC2=CC=C1)C#N)=O